2-(4-Amino-1-tert-butyl-pyrazolo[3,4-d]pyrimidin-3-yl)-3-fluoro-N-methyl-1H-indole-6-carboxamide NC1=C2C(=NC=N1)N(N=C2C=2NC1=CC(=CC=C1C2F)C(=O)NC)C(C)(C)C